CC(CN)C(=O)O 2-Methyl-β-alanine